2-amino-2-(3-(trifluoromethoxy)phenyl)propionic acid NC(C(=O)O)(C)C1=CC(=CC=C1)OC(F)(F)F